C(C)(C)(C)OC(=O)N(C=1OC=C(N1)C(=O)O)C1=C2CCCC2=C(C=2CCCC12)Cl 2-((tert-butoxycarbonyl)(8-chloro-1,2,3,5,6,7-hexahydro-s-indacen-4-yl)amino)oxazole-4-carboxylic acid